benzyl {1-tert-butyl-3-[(1S,3R)-3-{[tert-butyl(dimethyl)silyl]-oxy}cyclopentyl]-1H-pyrazol-5-yl}carbamate C(C)(C)(C)N1N=C(C=C1NC(OCC1=CC=CC=C1)=O)[C@@H]1C[C@@H](CC1)O[Si](C)(C)C(C)(C)C